FC=1C(=C(C=CC1F)C(=O)N1CC(C1)(O)CNC(=N)N)NC1=C(C=C(C=C1)I)F 1-{[1-({3,4-difluoro-2-[(2-fluoro-4-iodophenyl)amino]phenyl}carbonyl)-3-hydroxyazetidin-3-yl]methyl}guanidine